4-(5-(3-acetyl-4-fluoro-1-methyl-1H-pyrazol-5-yl)-5-hydroxyoctahydropentalen-2-yl)-N-(3-chloro-4-fluorophenyl)-1-methyl-1H-imidazole-5-carboxamide C(C)(=O)C1=NN(C(=C1F)C1(CC2CC(CC2C1)C=1N=CN(C1C(=O)NC1=CC(=C(C=C1)F)Cl)C)O)C